3-(3,5-bis(1,1-dimethylethyl)-4-hydroxyphenyl)propionate CC(C)(C)C=1C=C(C=C(C1O)C(C)(C)C)CCC(=O)[O-]